C1(CC1)NC(=O)C1=CC(=C(N=N1)C(NOCC)=O)NC=1C(=CC=CC1)OC 3-((6-(cyclopropylcarbamoyl)-3-(ethoxycarbamoyl)pyridazin-4-yl)amino)-2-methoxybenzene